2-(3-(10-(naphthalene-2-yl)anthracen-9-yl)phenyl)-1-phenyl-1H-benzo[d]imidazole C1=C(C=CC2=CC=CC=C12)C1=C2C=CC=CC2=C(C2=CC=CC=C12)C=1C=C(C=CC1)C1=NC2=C(N1C1=CC=CC=C1)C=CC=C2